1-(trans-3-(((2-(2,6-dioxopiperidin-3-yl)-1,3-dioxoisoindolin-5-yl)amino)methyl)cyclobutyl)-N-methyl-4-(6-methylpyridin-2-yl)-1H-pyrazole-3-carboxamide O=C1NC(CCC1N1C(C2=CC=C(C=C2C1=O)NC[C@@H]1C[C@H](C1)N1N=C(C(=C1)C1=NC(=CC=C1)C)C(=O)NC)=O)=O